C(CC)[SiH](O[Si](C)(C)O[Si](C)(C)C)O[SiH](C)C n-propyl-(dimethylsilyloxy)[(trimethylsiloxy)dimethylsiloxy]silane